4-(3-methylmorpholine-4-yl)-6-[4-(1-piperidylsulfonyl)-2-(trifluoromethyl)piperazin-1-yl]-1H-pyridin-2-one CC1N(CCOC1)C1=CC(NC(=C1)N1C(CN(CC1)S(=O)(=O)N1CCCCC1)C(F)(F)F)=O